ClC1=C(C=C(C=C1)C1N(OCC1)C1=CC(=NC=N1)NC=1C(=CC(=C(C1)NC(C=C)=O)N1CCN(CC1)C)OC)OCC1=CC(=CC=C1)F N-(5-((6-(3-(4-chloro-3-((3-fluorobenzyl)oxy)phenyl)isoxazolidin-2-yl)pyrimidin-4-yl)amino)-4-methoxy-2-(4-methylpiperazin-1-yl)phenyl)acrylamide